ClC=1C=C2C(=CN=C(C2=CN1)N1[C@@H]([C@H](C1)C)C)C(C)C (2R,3S)-1-(6-chloro-4-isopropyl-2,7-naphthyridin-1-yl)-2,3-dimethylazetidin